8-(6-chloro-5-cyclopropyl-1-(tetrahydro-2H-pyran-2-yl)-1H-indazol-4-yl)-2-(methylthio)pyrido[4',3':4,5]thieno[2,3-d]pyrimidin-4-ol ClC1=C(C(=C2C=NN(C2=C1)C1OCCCC1)C1=NC=CC2=C1SC=1N=C(N=C(C12)O)SC)C1CC1